FC1(CN(C[C@@H](C1)N1S([C@@H](CC1)C)(=O)=O)C(=O)OC(C)(C)C)F tert-Butyl (5R)-3,3-difluoro-5-[(5R)-5-methyl-1,1-dioxo-1λ6,2-thiazolidin-2-yl]piperidine-1-carboxylate